ClC1=CC(=C(OCCNC(OC(C)(C)C)=O)C(=C1)C)C1=NC=NN2C1=CC(=C2)CN2C(C1C(C1C2=O)(C)C)=O tert-butyl (2-(4-chloro-2-(6-((6,6-dimethyl-2,4-dioxo-3-azabicyclo[3.1.0]hexan-3-yl)methyl)pyrrolo[2,1-f][1,2,4]triazin-4-yl)-6-methylphenoxy)ethyl)carbamate